C1(CCC1)CNC1=CC=CC(=N1)C=1C=NC(=CC1)N N6-(cyclobutylmethyl)-[2,3'-bipyridine]-6,6'-diamine